4-((4-(2-Isopropylthiazol-5-yl) pyridin-2-yl)((4-(4-methoxy-3-methylphenyl) bicyclo[2.2.2]octan-1-yl) methyl)carbamoyl)(trans-cyclohexyl) oxetan-3-ylcarbamate O1CC(C1)NC(O[C@@H]1CC[C@H](CC1)C(N(CC12CCC(CC1)(CC2)C2=CC(=C(C=C2)OC)C)C2=NC=CC(=C2)C2=CN=C(S2)C(C)C)=O)=O